5-Chloro-1,3-dimethyl-7-morpholino-1,8-naphthyridin-2(1H)-one ClC1=C2C=C(C(N(C2=NC(=C1)N1CCOCC1)C)=O)C